C1(=CC=CC=C1)C=1OC2=C(N1)C(=CC(=C2)C2=CC=C(C=C2)C=2OC=1C(=NC=CC1)N2)C2=CC=C(C=C2)C=2OC=1C(=NC=CC1)N2 2-phenyl-4,6-bis(4-oxazolo[4,5-b]pyridin-2-yl-phenyl)-benzoxazole